(rac)-((1R,3R,3aR,6aR)-6a-((tert-butyldiphenylsilyl)methyl)hexahydro-1,3-methanopentalen-1(2H)-yl)(naphthalen-2-yl)methanone [Si](C1=CC=CC=C1)(C1=CC=CC=C1)(C(C)(C)C)C[C@@]12CCC[C@@H]2C2CC1(C2)C(=O)C2=CC1=CC=CC=C1C=C2 |r|